C(C)(C)(C)[O] t-butylOxygen